CS(=O)(=O)C=1SC2N=CNC(C2N1)=O 2-methylsulfonyl-6,7a-dihydro-3aH-thiazolo[5,4-d]pyrimidin-7-one